acryloyloxypropyl-trimethyl-ammonium toluene-4-sulfonate CC1=CC=C(C=C1)S(=O)(=O)[O-].C(C=C)(=O)OCCC[N+](C)(C)C